acetamido-diphenylmethane C(C)(=O)NC(C1=CC=CC=C1)C1=CC=CC=C1